C(C)(C)(C)OOC1CC(CC(C1)C)(C)C (tert-butylperoxy)-3,3,5-trimethylcyclohexane